N-(4-(1,1,1,3,3,3-hexafluoro-2-hydroxypropan-2-yl)phenyl)thiophene-2-carboxamide FC(C(C(F)(F)F)(O)C1=CC=C(C=C1)NC(=O)C=1SC=CC1)(F)F